(+/-)-N5-((1R,5S,6r)-3-oxabicyclo[3.1.0]hexan-6-yl)-N7-methyl-3-phenyl-2,3-dihydrobenzofuran-5,7-dicarboxamide [C@H]12COC[C@@H]2C1NC(=O)C=1C=C(C2=C(C(CO2)C2=CC=CC=C2)C1)C(=O)NC